[Cl-].CO[Si](CCC[N+](C)(C)CCCCCCCCCCCCCC)(OC)OC 3-(trimethoxysilyl)propyl-tetradecyl-dimethyl-ammonium chloride